OCCN1CCN(CC1)C1=CC(=NC=2N1N=C(C2C2=CC=CC=C2)C)C=2C=C(C=CC2)CCCCCCCNCC2=CC=C(COC1=C3CN(C(C3=CC=C1)=O)C1C(NC(CC1)=O)=O)C=C2 3-(4-((4-(((7-(3-(7-(4-(2-Hydroxyethyl)piperazin-1-yl)-2-methyl-3-phenyl-pyrazolo[1,5-a]pyrimidin-5-yl)phenyl)heptyl)amino)methyl)benzyl)oxy)-1-oxoisoindolin-2-yl)-piperidine-2,6-dione